C1(CC1)S(=O)(=O)NC1=CC(=NC=C1)[C@H](CCN1CCOCC1)NC(=O)C=1SC(=CN1)C1=NC(=CN=C1)OCC (S)-N-(1-(4-(cyclopropanesulfonamido)pyridin-2-yl)-3-morpholinopropyl)-5-(6-ethoxypyrazin-2-yl)thiazole-2-carboxamide